ClC=1C=C(CCNC=2C=3C(N=C4C=CN=CC24)=C2N(N3)C=CN=C2)C=CC1 N-(3-chlorophenethyl)pyrazino[1',2':1,5]pyrazolo[4,3-b][1,6]naphthyridin-7-amine